[NH+]1=CC=CC2=CC=CC=C12 quinolin-1-ium